2-((5-amino-7-(3-cyanophenyl)-[1,2,4]triazolo[1,5-c]pyrimidin-2-yl)methoxy)nicotinonitrile NC1=NC(=CC=2N1N=C(N2)COC2=C(C#N)C=CC=N2)C2=CC(=CC=C2)C#N